(7R)-7-[(2R)-1,4-dioxan-2-ylmethyl]-3-[(3-fluoro-2-methoxyphenyl)amino]-2-(pyrimidin-4-yl)-1H,5H,6H,7H-pyrrolo[3,2-C]pyridin-4-one O1[C@@H](COCC1)C[C@H]1C2=C(C(NC1)=O)C(=C(N2)C2=NC=NC=C2)NC2=C(C(=CC=C2)F)OC